C1(CCCCC1)C1CCC2=NN(N=C21)C=2C=C(C=NC2C)C#CC=2C=NC(=NC2)N 5-((5-(4-cyclohexyl-5,6-dihydrocyclopenta[d][1,2,3]triazol-2(4H)-yl)-6-methylpyridin-3-yl)ethynyl)pyrimidin-2-amine